disulfonyl-binaphthyl tert-butyl-(1R,4R)-5-(5-(3-fluoro-2-(2-fluoro-6-methoxyphenyl)isonicotinamido)-1,2-dimethyl-1H-benzo[d]imidazol-4-yl)-2,5-diazabicyclo[2.2.1]heptane-2-carboxylate C(C)(C)(C)OC(=O)N1[C@H]2CN([C@@H](C1)C2)C2=C(C=CC=1N(C(=NC12)C)C)NC(C1=C(C(=NC=C1)C1=C(C=CC=C1OC)F)F)=O.S(=O)(=O)=C1C(C(=C2C=CC=CC2=C1)C1=CC=CC2=CC=CC=C12)=S(=O)=O